BrC1=C(C(/C=C/C2=CC=CC=C2)=O)C=CC=C1 2'-bromochalcone